F[C@@H]1CN(CC[C@H]1OC)C1=NC=CC(=N1)NC=1N=CC2=C(C=C(C(=C2C1)C(C)C)NC(C=C)=O)N1[C@@H]([C@H](C1)CS(=O)(=O)C)C N-(3-((2-((3R,4R)-3-fluoro-4-methoxypiperidin-1-yl)pyrimidin-4-yl)amino)-5-isopropyl-8-((2R,3S)-2-methyl-3-((methylsulfonyl)methyl)azetidin-1-yl)isoquinolin-6-yl)acrylamide